aluminum sulfate fluoride [F-].S(=O)(=O)([O-])[O-].[Al+3]